2-(methylamino)-1-(4-nitrophenyl)ethan-1-ol CNCC(O)C1=CC=C(C=C1)[N+](=O)[O-]